C(#N)C=1C=CC(=C2C=CC=NC12)OC1CCC(CC1)NC(C1=NC=C(C=C1)N1CCC(CC1)CO)=O N-((1r,4r)-4-((8-cyanoquinolin-5-yl)oxy)cyclohexyl)-5-(4-(hydroxymethyl)piperidin-1-yl)picolinamide